(R)-3-fluoro-4-(3-(hydroxymethyl)-2,5-dioxo-4-(4-(trifluoromethyl)benzyl)piperazin-1-yl)benzonitrile FC=1C=C(C#N)C=CC1N1C([C@H](N(C(C1)=O)CC1=CC=C(C=C1)C(F)(F)F)CO)=O